O=C1CN(CCN1)CCNC(OC(C)(C)C)=O tert-butyl N-[2-(3-oxopiperazin-1-yl)ethyl]carbamate